tert-butyl 3-(((5-chloro-2-ethoxybenzyl)amino)methyl)pyrrolidine-1-carboxylate ClC=1C=CC(=C(CNCC2CN(CC2)C(=O)OC(C)(C)C)C1)OCC